N,N'-bis(2-hydroxyethyl)-2,5-dimethylpiperazine OCCN1C(CN(C(C1)C)CCO)C